NC1=NN(C2=NC(=NC=C21)N2CCCC2)C(=O)C2=C(C=CC=C2)C (3-amino-6-(pyrrolidin-1-yl)-1H-pyrazolo[3,4-d]pyrimidin-1-yl)(o-tolyl)methanone